DL-2-aminopentanedioic acid N[C@@H](C(=O)O)CCC(=O)O |r|